C1(CC1)CNC1CN(CC1)C=1C=C2C=CC(=NC2=NC1)C1=CC2=CN(N=C2C(=C1O)C)C 5-(6-{3-[(cyclopropylmethyl)amino]pyrrolidin-1-yl}-1,8-naphthyridin-2-yl)-2,7-dimethylindazol-6-ol